O=C([C@H](O)[C@H](O)C)O 4-Deoxyerythronic acid